1-(5-(5-chloro-2-methoxypyridin-4-yl)-1H-pyrazole-3-carbonyl)-N-(2,3-difluorobenzyl)piperidine-4-carboxamide ClC=1C(=CC(=NC1)OC)C1=CC(=NN1)C(=O)N1CCC(CC1)C(=O)NCC1=C(C(=CC=C1)F)F